FC1=CC=C(C=C1)P(OC1=CC=C(C=C1)F)(OC1=CC=C(C=C1)F)=O di(4-fluorophenyl) (4-fluorophenyl)phosphonate